(1aS,5aS)-2-(2,4-Difluoro-phenyl)-1a,2,5,5a-tetrahydro-1H-2,3-diaza-cyclopropa[a]pentalene-4-carboxylic Acid (1-Hydroxymethyl-cyclopropyl)-amide OCC1(CC1)NC(=O)C=1C=2C[C@H]3[C@@H](C2N(N1)C1=C(C=C(C=C1)F)F)C3